ClC1=C(C=CC(=C1)Cl)C[C@H](C[C@@H]([C@@H](C(C)(C)C)O)N1N=CNC1=S)C 2-[(2R,4S,5R)-1-(2,4-dichlorophenyl)-5-hydroxy-2,6,6-tri-methylheptan-4-yl]-2,4-dihydro-3H-1,2,4-triazole-3-thione